methyl-3(E)-(4-(2,2-difluorovinyl)phenyl)acrylate COC(\C=C\C1=CC=C(C=C1)C=C(F)F)=O